OC1=CC=C(C=C1)C(C)(C1=CC=C(C=C1)C(C)(C)C1=CC=C(C=C1)O)C1=CC=C(C=C1)O 1,1-bis(4-hydroxyphenyl)-1-[4-{1-(4-hydroxyphenyl)-1-methylethyl}phenyl]ethane